C(#N)C=1C=C(SC1)CNC(=O)[C@H]1N([C@H]2C[C@]2(C1)C)C(CNC(C1=CC=C(C=C1)OC1=CC=CC=C1)=O)=O (1S,3S,5S)-N-((4-cyanothiophen-2-yl)methyl)-5-methyl-2-((4-phenoxybenzoyl)-glycyl)-2-azabicyclo[3.1.0]Hexane-3-carboxamide